(S)-8-((2-(1-amino-1,3-dihydrospiro[indene-2,4'-piperidin]-1'-yl)-1H-imidazo[4,5-b]pyrazin-6-yl)thio)-4-methyl-2H-benzo[b][1,4]oxazin-3(4H)-one N[C@@H]1C2=CC=CC=C2CC12CCN(CC2)C2=NC=1C(=NC(=CN1)SC1=CC=CC3=C1OCC(N3C)=O)N2